3-chloro-5-isopropyl-2-(3-methylbenzyl)pyrazine ClC=1C(=NC=C(N1)C(C)C)CC1=CC(=CC=C1)C